2-(acetylamino)-2-deoxy-alpha-D-galactopyranose C(C)(=O)N[C@H]1[C@@H](O)O[C@@H]([C@@H]([C@@H]1O)O)CO